3-(pyridin-3-ylmethyl)-1-[4-(pyridine-3-sulfonyl)phenyl]urea N1=CC(=CC=C1)CNC(NC1=CC=C(C=C1)S(=O)(=O)C=1C=NC=CC1)=O